ClC1=CC(=C(C=C1)[C@@]1(OC2=C(O1)C=CC=C2C2CCN(CC2)CC=2N(C(=C(N2)/C=C/C(=O)OCC)C)C[C@H]2OCC2)C)F Ethyl (E)-3-(2-((4-((S)-2-(4-chloro-2-fluorophenyl)-2-methylbenzo[d][1,3]dioxol-4-yl)piperidin-1-yl)methyl)-5-methyl-1-(((S)-oxetan-2-yl)methyl)-1H-imidazol-4-yl)acrylate